4-hydroxy-6-[5-methyl-1-[1-(oxetan-3-yl)-4-piperidyl]triazol-4-yl]pyrazolo[1,5-a]pyridine-3-carbonitrile OC=1C=2N(C=C(C1)C=1N=NN(C1C)C1CCN(CC1)C1COC1)N=CC2C#N